N1CCC(CC1)C1=CC=CC(=N1)OCC=1C=C(SC1)C(C)=O 1-(4-(((6-(piperidin-4-yl)pyridin-2-yl)oxy)methyl)thiophen-2-yl)ethan-1-one